C1(CC1)CN1C(N(C(C2=CC(=CC=C12)S(NC1(CC1)C)(=O)=O)=O)CCNC(OC(C)(C)C)=O)=O tert-butyl (2-(1-(cyclopropylmethyl)-6-(N-(1-methylcyclopropyl)sulfamoyl)-2,4-dioxo-1,4-dihydroquinazolin-3(2H)-yl)ethyl)carbamate